CC(C)(C)OC(=O)N1CC2=CC=CC=C2C1 2,3-dihydro-1H-isoindole-2-carboxylic acid 2-methylprop-2-yl ester